Ethyl 2-[4-bromo-2-[2-[5-[(6-chloro-2-pyridyl)oxymethyl]-2-cyano-phenyl]ethoxymethyl]-5-fluoro-phenyl]acetate BrC1=CC(=C(C=C1F)CC(=O)OCC)COCCC1=C(C=CC(=C1)COC1=NC(=CC=C1)Cl)C#N